methyl (S)-2-((((9H-fluoren-9-yl)methoxy)carbonyl)amino)-3-(2-oxo-2,3-dihydro-1H-imidazol-1-yl)propanoate C1=CC=CC=2C3=CC=CC=C3C(C12)COC(=O)N[C@H](C(=O)OC)CN1C(NC=C1)=O